CC(C)(OC(NCCOCCOCC#CC1=CC=C(C=C1)[C@@H](C(=O)OCC1=CC=CC=C1)N1CC2=CC=CC=C2C1)=O)C benzyl (S)-2-(4-(2,2-dimethyl-4-oxo-3,8,11-trioxa-5-azatetradec-13-yn-14-yl)phenyl)-2-(isoindolin-2-yl)acetate